methyl 4-(1,9-diazatricyclo[6.3.1.04,12]dodeca-2,4(12),5,7-tetraen-2-ylmethylamino)-3-methoxy-5-nitro-benzoate N12C(=CC=3C=CC=C(NCC1)C23)CNC2=C(C=C(C(=O)OC)C=C2[N+](=O)[O-])OC